1,5-diamino-3-pentanol NCCC(CCN)O